[P].C methane Phosphorus